2-((1H-benzimidazol-1-ylacetyl)amino)-2-(4-methoxyphenyl)-N-(4-(trimethylsilyl)phenyl)acetamide N1(C=NC2=C1C=CC=C2)CC(=O)NC(C(=O)NC2=CC=C(C=C2)[Si](C)(C)C)C2=CC=C(C=C2)OC